5-(aminomethyl)-2-methoxyphenol hydrochloride Cl.NCC=1C=CC(=C(C1)O)OC